2-[4-[3-[(1R)-1-(tert-butylsulfonamido)ethyl]-5-methoxy-phenyl]pyrazol-1-yl]acetic acid C(C)(C)(C)S(=O)(=O)N[C@H](C)C=1C=C(C=C(C1)OC)C=1C=NN(C1)CC(=O)O